[(3R,9aS)-3-(3-bromo-4-fluoro-phenyl)-3,4,6,7,9,9a-hexahydro-1H-pyrazino[2,1-c][1,4]oxazin-8-yl]-(2-chloro-3-methoxyphenyl)methanone BrC=1C=C(C=CC1F)[C@@H]1CN2[C@H](CO1)CN(CC2)C(=O)C2=C(C(=CC=C2)OC)Cl